FC=1C=C(C=C2C(=CC=NC12)N1C[C@@H](CCC1)NC(OC(C)(C)C)=O)C1=CN(C2=NC=C(C=C21)C(NCC=2C=NC=CC2)=O)S(=O)(=O)C2=CC=C(C=C2)C tert-Butyl N-[(3R)-1-{8-fluoro-6-[1-(4-methylbenzenesulfonyl)-5-[(pyridin-3-ylmethyl)carbamoyl]-1H-pyrrolo[2,3-b]pyridin-3-yl]quinolin-4-yl}piperidin-3-yl]carbamate